2-[(2S)-2-aminopropyl]-5-chloro-7-{[(furan-2-yl)methyl]amino}thieno[3,2-b]pyridine-3-carbonitrile formate salt C(=O)O.N[C@H](CC1=C(C2=NC(=CC(=C2S1)NCC=1OC=CC1)Cl)C#N)C